C(C1=CC=CC=C1)N1C=NC(=C1)C1NCCOC1 3-(1-benzyl-1H-imidazol-4-yl)morpholine